N-[1-(5-bromo-1,3-thiazol-2-yl)cyclobutyl]-2-methylpropane-2-sulfinamide BrC1=CN=C(S1)C1(CCC1)NS(=O)C(C)(C)C